anthracenyl-anthracenone C1(=CC=CC2=CC3=CC=CC=C3C=C12)C1C(C2=CC3=CC=CC=C3C=C2C=C1)=O